1-(5-(4,4-Dimethylpiperidin-1-yl)pyridin-2-yl)-5,7-difluoro-1H-indazol-6-ol CC1(CCN(CC1)C=1C=CC(=NC1)N1N=CC2=CC(=C(C(=C12)F)O)F)C